C(CC)OC(C(C(=O)OCCC)(CCC(C)C)CC1=CC=CC=C1)=O benzyl-isopentyl-malonic acid dipropyl ester